CN(C(=O)SC1=C(C=CC(=C1)S)S)C 1-dimethylcarbamoylthio-2,5-dimercaptobenzene